C=C(C)C(=C)CC[C@@H](C)[C@H]1CC[C@H]2[C@@H]3CCC4CCCC[C@]4(C)[C@H]3CC[C@]12C ergostadiene